3-(4-chlorothieno[2,3-b]pyridin-2-yl)-3-hydroxy-2-methylazepan-1-carboxylic acid tert-butyl ester C(C)(C)(C)OC(=O)N1C(C(CCCC1)(O)C1=CC=2C(=NC=CC2Cl)S1)C